(3-phenylpropanoyl)guanidine C1(=CC=CC=C1)CCC(=O)NC(=N)N